6-(trifluoromethoxy)indolin FC(OC1=CC=C2CCNC2=C1)(F)F